3-ethynyl-3-methyltetrahydrofuran C(#C)C1(COCC1)C